P(=O)(O)(O)CC(C(=O)O)NCC(=O)O Phosphonomethyl-iminodiacetic acid